6-(2-chloro-3-(diphenylamino)phenoxy)-9,9-dimethyl-N,N-diphenyl-9H-fluoren-2-amine ClC1=C(OC=2C=C3C=4C=CC(=CC4C(C3=CC2)(C)C)N(C2=CC=CC=C2)C2=CC=CC=C2)C=CC=C1N(C1=CC=CC=C1)C1=CC=CC=C1